C1(=CC=CC=C1)/C(=C(\CC)/C1=CC=CC=C1)/C1=CC=C(OCCN(C)CC=2C=C3CN(C(C3=CC2)=O)C2C(NC(CC2)=O)=O)C=C1 (Z)-3-(5-(((2-(4-(1,2-diphenylbut-1-en-1-yl)phenoxy)ethyl)(methyl)amino)methyl)-1-oxoisoindolin-2-yl)piperidine-2,6-dione